tert-butyl (2S,6R)-4-(4-amino-2-methylphenyl)-2,6-dimethylpiperazin-1-carboxylate NC1=CC(=C(C=C1)N1C[C@@H](N([C@@H](C1)C)C(=O)OC(C)(C)C)C)C